crotyl-CoA C(C=CC)SCCNC(CCNC([C@@H](C(COP(OP(OC[C@@H]1[C@H]([C@H]([C@@H](O1)N1C=NC=2C(N)=NC=NC12)O)OP(=O)(O)O)(=O)O)(=O)O)(C)C)O)=O)=O